lithium compound with lithium hydroxide [OH-].[Li+].[Li+].[OH-]